CC(CCC(C(C(C(=O)O)(CCC(CCC)C)CCC(CCC)C)(O)C(=O)O)C(=O)O)CCC.NC1=NC=CC(=N1)C=1NC2=CC=CC=C2C1 2-AMINO-4-INDOLYL-PYRIMIDINE tri(3-methyl-1-hexyl)citrate